C1(=CC=CC=C1)C(C#N)=CC1=CC=CC=C1 α-phenyl-cinnamonitrile